CN(C)CCC=C(C(=O)O)C.C(C(=C)C)(=O)OCCN(C)C dimethylaminoethyl methacrylate (dimethylaminoethyl methacrylate)